OC1=C(C(=CC(=C1C(=O)NCC=1C=NC=CC1)CCCCC)O)C1=CC(=CC=C1)C 2,6-dihydroxy-3'-methyl-4-pentyl-N-(pyridin-3-ylmethyl)-[1,1'-biphenyl]-3-carboxamide